C1(CC1)N(C=1C2=C(N=CN1)N(C=C2)C[C@]2([C@@H](CN(CC2)CC(=O)N)O)O)CC2=C(C=C(C=C2)N2N=CC=C2)F |o1:14,15| rel-2-((3R,4R)-4-((4-(cyclopropyl(2-fluoro-4-(1H-pyrazol-1-yl)benzyl)amino)-7H-pyrrolo[2,3-d]pyrimidin-7-yl)methyl)-3,4-dihydroxypiperidin-1-yl)acetamide